N1=CC=NC2=CC(=CC=C12)CC(=O)N1CCC(CC1)N1C(NC2=C1C(=CC=C2)C(F)(F)F)=O 1-(1-(2-(quinoxalin-6-yl)acetyl)piperidin-4-yl)-7-(trifluoromethyl)-1,3-dihydro-2H-benzo[d]imidazol-2-one